Cyclopropanecarboxylic acid ((2S,3R,4R)-4-(3,4-dimethoxybenzyl)-2-(3,4,5-trimethoxyphenyl)tetrahydrofuran-3-yl)methyl ester COC=1C=C(C[C@@H]2[C@@H]([C@H](OC2)C2=CC(=C(C(=C2)OC)OC)OC)COC(=O)C2CC2)C=CC1OC